OC(CC(=C)C)C1(C2=NCN([C@H]3[C@H](O)[C@H](O)[C@@H](CO)O3)C2=NC=N1)N 6-(cis-hydroxyisopentenyl)adenosine